COC(=O)N1[C@H]([C@H](CCC1)C1=NNC=C1C)COC1CCN(CC1)C1=CC=CC=C1.FC1=CC=C(C(=O)C2CCC(CC2)C(C2=CC=C(C=C2)F)=O)C=C1 1,4-bis(4-fluorobenzoyl)cyclohexane methyl-(CIS)-3-(4-methyl-1H-pyrazol-3-yl)-2-(((1-phenylpiperidin-4-yl)oxy)methyl)piperidine-1-carboxylate